(S)-2-(4-(6-(bicyclo[2.2.2]oct-1-ylmethoxy)pyridin-2-yl)benzyl)-1-(oxetan-2-ylmethyl)-1H-benzo[d]imidazole-6-carboxylic acid C12(CCC(CC1)CC2)COC2=CC=CC(=N2)C2=CC=C(CC1=NC3=C(N1C[C@H]1OCC1)C=C(C=C3)C(=O)O)C=C2